C=1(C(=CC=CC1)OCCO)C1=CC=CC=C1 2-(2-biphenyl)oxyethanol